N1=CC=C(C=C1)C=1N=C(C2=C(N1)C=NC=C2)NC(CC)O [2-(pyridin-4-yl)pyrido[3,4-d]Pyrimidin-4-yl]Amino-propan-1-ol